FC1=CC(=C(C=C1)C1CCN(CC1)C(CN1N=C(C2=C1CCC2)C(=O)N2C[C@H]([C@@H](CC2)O)F)=O)C 1-(4-(4-fluoro-2-methylphenyl)piperidin-1-yl)-2-(3-((3R,4R)-3-fluoro-4-hydroxypiperidine-1-carbonyl)-5,6-dihydrocyclopenta[c]pyrazol-1(4H)-yl)ethanone